C(=O)(O)CCCCC(=O)NC1=C(C=CC(=C1)Cl)C1=CC=C(C=C1)Cl 2-(5-carboxypentanoylamino)-4,4'-dichlorobiphenyl